(1R,2R,6S)-2-hydroxy-9-(hydroxymethyl)-3-oxabicyclo[4.3.0]nonane-4,8-diene-5-carboxylic acid methyl ester COC(=O)C1=CO[C@H]([C@H]2C(=CC[C@H]12)CO)O